N-cyclohexyl-1-[1-[5-[5-(trifluoromethyl)-1,2,4-oxadiazol-3-yl]-2-thienyl]ethyl]pyrazole-4-carboxamide C1(CCCCC1)NC(=O)C=1C=NN(C1)C(C)C=1SC(=CC1)C1=NOC(=N1)C(F)(F)F